N1(CCC1)C1=NC(=NC=C1F)NCC1=C(N=NN1C)C1=CC=C(C(=N1)C)O[C@@H]1C[C@H](CCC1)C(=O)O (1S,3S)-3-((6-(5-(((4-(azetidin-1-yl)-5-fluoropyrimidin-2-yl)amino)methyl)-1-methyl-1H-1,2,3-triazol-4-yl)-2-methylpyridin-3-yl)oxy)cyclohexane-1-carboxylic acid